(S)-N-(4-(benzylsulfanyl)phenyl)-2-(ethylamino)-3-phenylpropanamide C(C1=CC=CC=C1)SC1=CC=C(C=C1)NC([C@H](CC1=CC=CC=C1)NCC)=O